5-(4-(4-(5-((3-((2,6-dimethylphenyl)amino)-1-methyl-1H-pyrazolo[3,4-d]pyrimidine-6-yl)amino)pyridin-2-yl)piperazin-1-yl)piperidin-1-yl)-2-(2,6-dioxopiperidin-3-yl)isoindoline-1,3-Dion CC1=C(C(=CC=C1)C)NC1=NN(C2=NC(=NC=C21)NC=2C=CC(=NC2)N2CCN(CC2)C2CCN(CC2)C=2C=C1C(N(C(C1=CC2)=O)C2C(NC(CC2)=O)=O)=O)C